ClC=1C(=C(C=CC1)NC(=O)C1=NN(C=N1)CC1=CC(=CC=C1)C#N)F N-(3-chloro-2-fluorophenyl)-1-(3-cyanobenzyl)-1H-1,2,4-triazole-3-carboxamide